CNCC=CC N-methyl-but-2-enamine